1,3-BENZOXAZOLE-6-BORONIC ACID O1C=NC2=C1C=C(C=C2)B(O)O